FC(CN1[C@@H](C=2NC3=CC=CC=C3C2C[C@H]1C)C=1SC(=CC1)CC1CN(C1)CC#C)(C)C (1S,3R)-2-(2-fluoro-2-methyl-propyl)-3-methyl-1-[5-[(1-prop-2-ynylazetidin-3-yl)methyl]-2-thienyl]-1,3,4,9-tetrahydropyrido[3,4-b]indole